1-(3-(4-methoxyphenyl)azetidin-1-yl)-2-(pyrrolidin-3-ylidene)ethan-1-one COC1=CC=C(C=C1)C1CN(C1)C(C=C1CNCC1)=O